C=S[O-] Methylenesulfenate